4-(1-(3-Bromoimidazo[1,2-b]pyridazin-6-yl)piperidin-4-yl)morpholine BrC1=CN=C2N1N=C(C=C2)N2CCC(CC2)N2CCOCC2